C1(CCCCC1)C=1C(=C(C=CC1)C1=C(C=C(C=C1C(C)C)C(C)C)C(C)C)C1CCCCC1 dicyclohexyl-[2',4',6'-tris(propan-2-yl)-[1,1'-biphenyl]]